5-methylamino-3-ethyl-1-(4-vinylbenzyl)-1H-1,2,4-triazole CNC1=NC(=NN1CC1=CC=C(C=C1)C=C)CC